C(CCCCCCC\C=C/CCCCCCCC)(=O)OCCCCCCCCCCCCCCCCCCCCCCCC lignoceryl oleate